ClC=1C=C(C(=O)N2C[C@H](CC[C@@H]2C)C=2N(C(C(=C(N2)C(=O)NC=2C=NOC2)O)=O)C)C=CC1Cl 2-((3S,6S)-1-(3,4-dichlorobenzoyl)-6-methylpiperidin-3-yl)-5-hydroxy-N-(isoxazol-4-yl)-1-methyl-6-oxo-1,6-dihydropyrimidine-4-carboxamide